CN1C(C=CC2=CC=C(C=C12)C=1N=C(SC1)NC(CNC(=O)C1=CN(C=C1)S(=O)(=O)C)=O)=O N-(2-((4-(1-methyl-2-oxo-1,2-dihydro-quinolin-7-yl)thiazol-2-yl)amino)-2-oxoethyl)-1-(methylsulfonyl)-1H-pyrrole-3-carboxamide